N-([1,1'-biphenyl]-4-yl)-N-(9,9-dimethyl-9H-fluoren-2-yl)-8-(9-phenyl-9H-carbazol-3-yl)dibenzo[b,d]thiophen-2-amine C1(=CC=C(C=C1)N(C1=CC2=C(SC3=C2C=C(C=C3)C=3C=CC=2N(C4=CC=CC=C4C2C3)C3=CC=CC=C3)C=C1)C1=CC=3C(C2=CC=CC=C2C3C=C1)(C)C)C1=CC=CC=C1